CC=1C=C(C=CC1C)C=1C2=C(C(N(C1)CC)=O)N(C=C2)S(=O)(=O)C2=CC=C(C)C=C2 4-(3,4-Dimethylphenyl)-6-ethyl-1-tosyl-1,6-dihydro-7H-pyrrolo[2,3-c]pyridin-7-one